C(C)OC([C@@H](CC1=CC=C(C=C1)OCCOCCOCCOCC)OS(=O)(=O)C)=O |r| racemic-ethyl-3-(4-{2-[2-(2-ethoxy ethoxy)ethoxy]ethoxy}phenyl)-2-[(methanesulfonyl)oxy]propanoate